FC=1C=CC(=C(C1)CC(=O)OC(C)(C)C)NC(C1=CC(=C(C=C1)N1CCCCC1)NC(=O)C1=NN(C2=CC=CC=C12)CC1COCC1)=O tert-butyl 2-(5-fluoro-2-(4-(piperidin-1-yl)-3-(1-((tetrahydrofuran-3-yl)methyl)-1H-indazole-3-carboxamido) benzamido) phenyl)acetate